difluoroazetidine hydrogen chloride salt Cl.FC1(CNC1)F